(R)-1-(4-(5-((1-(1,1-difluoro-2,3-dihydro-1H-inden-4-yl)ethyl)amino)-8-methoxypyrazolo[1,5-a]quinazolin-7-yl)piperidin-1-yl)ethanone FC1(CCC2=C(C=CC=C12)[C@@H](C)NC1=NC=2N(C3=CC(=C(C=C13)C1CCN(CC1)C(C)=O)OC)N=CC2)F